FC1=C(C(=CC=C1)N1CCN(CC1)C(C)C)NC(=O)N1CCC(CC1)(C1=NOC(=N1)C)C N-{2-fluoro-6-[4-(propan-2-yl)piperazin-1-yl]phenyl}-4-methyl-4-(5-methyl-1,2,4-oxadiazol-3-yl)piperidine-1-carboxamide